heptacosan-1-yl nonatriacontanoate C(CCCCCCCCCCCCCCCCCCCCCCCCCCCCCCCCCCCCCC)(=O)OCCCCCCCCCCCCCCCCCCCCCCCCCCC